FC1=CC=C(CC2=NC(=NN2)C(=O)N[C@@H]2C(N(C3=C(OC2)C=CC(=N3)C#CC(C)(C)O)C)=O)C=C1 (S)-5-(4-fluorobenzyl)-N-(7-(3-hydroxy-3-methylbut-1-yn-1-yl)-5-methyl-4-oxo-2,3,4,5-tetrahydropyrido[3,2-b][1,4]oxazepin-3-yl)-1H-1,2,4-triazole-3-carboxamide